ClC1=CC=C(C(=C1[C@@H]1CCC=2N(C1)C=NC2C(=O)NC)F)NS(=O)(=O)C=2C(=NC=C(C2)F)OC (6S)-6-[6-chloro-2-fluoro-3-(5-fluoro-2-methoxypyridine-3-sulfonamido)phenyl]-N-methyl-5H,6H,7H,8H-imidazo[1,5-a]pyridine-1-carboxamide